5-Methyl-N-[2-(2-methylpyridin-4-yl)-[1,3]thiazolo[5,4-c]pyridin-6-yl]-6-[(3S)-pyrrolidin-3-yloxy]pyridin-2-amine CC=1C=CC(=NC1O[C@@H]1CNCC1)NC1=CC2=C(C=N1)SC(=N2)C2=CC(=NC=C2)C